C(C)(C)(C)OC(N=[S@](=O)(C1=CC=C(C=C1)CO)NC(=O)NC1=C2CCCC2=CC=2CCCC12)=O.FC=1C=C(C=C(C1)OC)NC(C)=O N-(3-fluoro-5-methoxyphenyl)acetamid tert-butyl-(R)-((3-(1,2,3,5,6,7-hexahydro-s-indacen-4-yl)ureido)(4-(hydroxymethyl)phenyl)(oxo)-λ6-sulfanylidene)carbamate